ClC=1C=C(C=C(C1)NS(=O)(=O)CCO)NC(=O)C=1SC(=C(C1)C1=NC=C(C=C1OC)N1CC(C1)(F)F)C N-(3-chloro-5-((2-hydroxyethyl)sulfonamido)phenyl)-4-(5-(3,3-difluoroazetidin-1-yl)-3-methoxypyridin-2-yl)-5-methylthiophene-2-carboxamide